COC1=CC=C(C=C1)S(=O)(=O)OC1=CC=C(C=C1)NC(NC1=CC=C(C=C1)OS(=O)(=O)C1=CC=C(C=C1)OC)=O bis-[4-(p-methoxybenzenesulfonyloxy)phenyl]urea